2-((5-(4,4,5,5-tetramethyl-1,3,2-dioxaborolan-2-yl)pyrimidin-2-yl)amino)ethan-1-ol CC1(OB(OC1(C)C)C=1C=NC(=NC1)NCCO)C